iodo-anthracene IC1=CC=CC2=CC3=CC=CC=C3C=C12